N-((1-((3-((2-((1H-imidazol-2-yl)methoxy)-5-ethylphenyl)sulfonamido)-4-methoxybenzo[d]isoxazol-6-yl)methyl)-1H-pyrazol-4-yl)methyl)-2-fluoroacrylamide N1C(=NC=C1)COC1=C(C=C(C=C1)CC)S(=O)(=O)NC1=NOC2=C1C(=CC(=C2)CN2N=CC(=C2)CNC(C(=C)F)=O)OC